NC(CCN(C)C)C=1C=NN(C1)C1CCN(CC1)C(=O)OC(C)(C)C tert-Butyl 4-(4-(1-amino-3-(dimethylamino)propyl)-1H-pyrazol-1-yl)piperidine-1-carboxylate